5-bromo-2-fluoro-3-(trifluoromethyl)benzaldehyde BrC=1C=C(C(=C(C=O)C1)F)C(F)(F)F